CC1=C(OC2=C1C=C(C=C2)S(NC2=CC=CC1=CC=CC=C21)(=O)=O)C(=O)O 3-methyl-5-(N-(naphthalen-1-yl)sulfamoyl)benzofuran-2-carboxylic acid